O=CNCC(NC(CC(NCCCC(NC(CCCCCCCCCCCCCCCCC(=O)O)=O)C(=O)O)=O)C(=O)O)=O 1,4,8,15-tetraoxo-2,5,9,14-tetraazahentriacontane-6,13,31-tricarboxylic acid